N1(CCNCCNCCNCC1)CC(=O)[O-] 2-(1,4,7,10-tetraazacyclododecan-1-yl)acetate